C1=CC=C(C=C1)COC2=CC3=C(C=C2)NC=C3C[C@H](C(=O)[O-])O The molecule is the conjugate base of (R)-3-(5-benzyloxyindol-3-yl)lactic acid. It derives from a propionate. It is a conjugate base of a (R)-3-(5-benzyloxyindol-3-yl)lactic acid.